C(C)OC(\C(\C)=N/NC1=C2C(=CC(=NC2=C(C(=C1)OC)OC)C(=O)[O-])C(=O)[O-])=O (Z)-5-(2-(1-ethoxy-1-oxoprop-2-ylidene) hydrazino)-7,8-dimethoxyquinoline-2,4-dicarboxylate